(+)-1-(6-(3-((4-(1-(cyclopropanecarbonyl)piperidin-4-yl)-2-methylphenyl)amino)-2,3-dihydro-1H-inden-4-yl)pyridin-2-yl)-5-methyl-1H-pyrazole C1(CC1)C(=O)N1CCC(CC1)C1=CC(=C(C=C1)NC1CCC2=CC=CC(=C12)C1=CC=CC(=N1)N1N=CC=C1C)C